C1=CC=C(C=2SC3=C(C21)C=CC=C3)C=3C=C(C=CC3)B(O)O 3-(4-dibenzothienyl)phenylboronic acid